C1(=CC=CC=C1)C=1N=CC(=NC1C1=CC=CC=C1)CCN[C@H]1CC[C@H](CC1)OCC(=O)O cis-2-((4-(5,6-diphenylpyrazin-2-yl)ethylaminocyclohexyl)oxy)acetic acid